3-({[(1R)-6-[methyl-(phenyl)amino]-1,2,3,4-tetrahydronaphthalen-1-yl]methyl}amino)pyridine-4-carboxylic acid CN(C=1C=C2CCC[C@H](C2=CC1)CNC=1C=NC=CC1C(=O)O)C1=CC=CC=C1